COC=1C=C2C(=NC(=NC2=CC1OCCCN1CCCC1)N(C)C)NC1=NNC(=C1)C 6-methoxy-N2,N2-dimethyl-N4-(5-methyl-1H-pyrazol-3-yl)-7-(3-(pyrrolidin-1-yl)propoxy)quinazolin-2,4-diamine